6-(Z)-(4-hydroxy-3-methylbut-2-en-1-ylamino)purine mesylate S(C)(=O)(=O)O.OC\C(=C/CNC1=C2NC=NC2=NC=N1)\C